C(C)(C)OCCOC(=O)N[C@@H](CC(C)C)C(=O)O N-((2-Isopropoxyethyloxy)carbonyl)-L-leucine